methyl 3-[(4-chlorophenyl)methyl]-2-hydroxy-1-methyl-2-(1H-1,2,4-triazol-1-ylmethyl)cyclopentan-1-carboxylate ClC1=CC=C(C=C1)CC1C(C(CC1)(C(=O)OC)C)(CN1N=CN=C1)O